COC(C1=NC(=CC=C1OCC1=CC=CC=C1)C#CCCN1CCN(CC1)CC1=CC=CC=C1)=O 3-(benzyloxy)-6-(4-(4-Benzylpiperazin-1-yl)but-1-yn-1-yl)picolinic acid methyl ester